Anti-dimethylsilanediyl[2-methyl-4-(3,5-dimethylphenyl)5-methoxy-6-tert-butylinden-1-yl][2,6-dimethyl-4-(3,5-dimethylphenyl)inden-1-yl]zirconium C[Si](=[Zr](C1C(=CC2=C(C=C(C=C12)C)C1=CC(=CC(=C1)C)C)C)C1C(=CC2=C(C(=C(C=C12)C(C)(C)C)OC)C1=CC(=CC(=C1)C)C)C)C